TETRAPHENYL-PHOSPHONIUM TETRAPHENYL-BORATE C1(=CC=CC=C1)[B-](C1=CC=CC=C1)(C1=CC=CC=C1)C1=CC=CC=C1.C1(=CC=CC=C1)[P+](C1=CC=CC=C1)(C1=CC=CC=C1)C1=CC=CC=C1